ClC1=C(C=CC(=C1)OC1=CC=NC2=CC(=C(C=C12)OC)OC)NC(CC1=CC=C(C=C1)C(F)(F)F)=O N-(2-chloro-4-((6,7-dimethoxyquinolin-4-yl)oxy)phenyl)-2-(4-(trifluoromethyl)phenyl)acetamide